2-{5-chloro-(2H)-benzotriazol-2-yl}-4,6-di-t-butylphenol ClC1=CC=2C(=NN(N2)C2=C(C(=CC(=C2)C(C)(C)C)C(C)(C)C)O)C=C1